(Z)-ethyl 2-((1H-pyrrolo[2,3-b]pyridine-4-carbonyl)imino)-3-benzyl-2,3-dihydrothiazole-5-carboxylate N1C=CC2=C1N=CC=C2C(=O)\N=C\2/SC(=CN2CC2=CC=CC=C2)C(=O)OCC